N-hydroxy-6-(3-(4-(2-(pyridine-3-yl)acetamido)phenoxy)azetidin-1-yl)-[1,1'-biphenyl]-2-carboxamide ONC(=O)C=1C(=C(C=CC1)N1CC(C1)OC1=CC=C(C=C1)NC(CC=1C=NC=CC1)=O)C1=CC=CC=C1